C(C)(C)(C)OC(=O)N1C(CN(CC1)C1=NC=CC=C1)C(=O)O 1-tert-butoxycarbonyl-4-(2-pyridyl)-2-piperazinecarboxylic acid